5-[4-amino-5-(trifluoromethyl)pyrrolo[2,1-f][1,2,4]triazin-7-yl]-2-chloro-4-fluoro-N-[(3R,4S)-4-fluoro-1-[4,4,4-trifluoro-3-(trifluoromethyl)butanoyl]pyrrolidin-3-yl]benzamide NC1=NC=NN2C1=C(C=C2C=2C(=CC(=C(C(=O)N[C@@H]1CN(C[C@@H]1F)C(CC(C(F)(F)F)C(F)(F)F)=O)C2)Cl)F)C(F)(F)F